N-((S)-1-oxo-3-((S)-2-oxopiperidin-3-yl)propan-2-yl)octahydrocyclopenta[c]pyrrole-1-carboxamide O=C[C@H](C[C@H]1C(NCCC1)=O)NC(=O)C1NCC2C1CCC2